Methyl (4-(1-(1-(5-(6-amino-3-chloro-2-fluorophenyl)pyridin-2-yl)-2-(1-methyl-1H-pyrazol-3-yl)ethyl)-1H-pyrazol-4-yl)phenyl)carbamate NC1=CC=C(C(=C1C=1C=CC(=NC1)C(CC1=NN(C=C1)C)N1N=CC(=C1)C1=CC=C(C=C1)NC(OC)=O)F)Cl